2-(6-(((1S,4S,5S,6S)-6-fluoro-1,2,4-trimethyl-2-azabicyclo[2.2.2]octan-5-yl)(methyl)amino)pyridazin-3-yl)-5-(4-methoxy-1,3,5-triazin-2-yl)phenol F[C@H]1[C@H]([C@@]2(CN([C@]1(CC2)C)C)C)N(C2=CC=C(N=N2)C2=C(C=C(C=C2)C2=NC=NC(=N2)OC)O)C